2,6-diamino-9h-fluorene NC1=CC=2CC3=CC=C(C=C3C2C=C1)N